propylene carbonate-lithium salt [Li].C1(OCC(C)O1)=O